N[C@@H]1CN(CC[C@H]1F)C1=NC2=C(N1CC1=NC=C(C#N)C=C1)C=CC=C2Cl 6-((2-((3R,4R)-3-Amino-4-fluoropiperidin-1-yl)-4-chloro-1H-benzo[d]imidazol-1-yl)methyl)nicotinonitril